tert-Butyl 4-(3-cyanoazetidin-3-yl)piperazine-1-carboxylate C(#N)C1(CNC1)N1CCN(CC1)C(=O)OC(C)(C)C